5-chloro-2-[2-[[(3R)-1-[[rac-cis-2-hydroxycyclobutyl]methyl]-3-piperidyl]amino]oxazolo[4,5-b]pyridin-5-yl]-3-methyl-phenol ClC=1C=C(C(=C(C1)O)C1=CC=C2C(=N1)N=C(O2)N[C@H]2CN(CCC2)C[C@H]2[C@H](CC2)O)C |&1:25,26|